OC(CO)C1=C(C=C(C=2N=CN(C21)C)C2=CC=C(C=C2)OC(F)(F)F)C#N 4-(1,2-Dihydroxyethyl)-3-methyl-7-[4-(trifluoromethoxy)phenyl]benzimidazole-5-carbonitrile